N-[(6-{[(2-fluoroethyl)amino]methyl}imidazo[1,2-a]pyridin-2-yl)methyl]-4-oxo-4H-pyrido[1,2-a]pyrimidine-2-carboxamide FCCNCC=1C=CC=2N(C1)C=C(N2)CNC(=O)C=2N=C1N(C(C2)=O)C=CC=C1